(E)-3-fluoro-N-(2-(3-(2-(pyridin-2-yl)vinyl)-1H-indazol-6-yl)phenyl)benzamide (2R,3S,4S)-4-hydroxy-2-[(4-methoxyphenyl)methyl]pyrrolidin-3-yl-4-oxoazetidine-2-carboxylate O[C@@H]1[C@H]([C@H](NC1)CC1=CC=C(C=C1)OC)OC(=O)C1NC(C1)=O.FC=1C=C(C(=O)NC2=C(C=CC=C2)C2=CC=C3C(=NNC3=C2)\C=C\C2=NC=CC=C2)C=CC1